C(C)(C)(C)OC(=O)N1C[C@H](OC[C@@H]1C1=CC=C(C=C1)N1C=CC2=C1N=CNC2=O)C |r| rac-(2r,5s)-2-methyl-5-(4-(4-oxo-3,4-dihydro-7H-pyrrolo[2,3-d]pyrimidin-7-yl)phenyl)morpholine-4-carboxylic acid tert-butyl ester